N-ethyl-Aminomethyltrimethoxysilan tert-butyl-(S)-(1-((1-(methylcarbamoyl)cyclohexyl)amino)-5-(2-nitro-1H-imidazol-1-yl)-1-oxopentan-2-yl)carbamate C(C)(C)(C)N(C(O)=O)[C@H](C(=O)NC1(CCCCC1)C(NC)=O)CCCN1C(=NC=C1)[N+](=O)[O-].C(C)NC[Si](OC)(OC)OC